(4-{4-[5-(benzooxazol-2-ylamino)-pyridin-2-yl]-phenyl}-cyclohexyl)-acetic acid O1C(=NC2=C1C=CC=C2)NC=2C=CC(=NC2)C2=CC=C(C=C2)C2CCC(CC2)CC(=O)O